((2-(2,6-dioxopiperidin-3-yl)-1,3-dioxoisoindolin-4-yl)methyl)-5,6-dihydroxy-7-oxobicyclo[2.2.1]heptane-2-carboxamide O=C1NC(CCC1N1C(C2=CC=CC(=C2C1=O)CC12C(CC(C(C1O)O)C2=O)C(=O)N)=O)=O